(2R,8aS)-2-(2,3-dichloro-6-methoxyphenyl)-5-oxo-2,3,8,8a-tetrahydro-1H-indolizine-7-carboxylic acid methyl ester COC(=O)C1=CC(N2C[C@H](C[C@H]2C1)C1=C(C(=CC=C1OC)Cl)Cl)=O